((8-((2-methyl-[1,1'-biphenyl]-3-yl)amino)-1,7-naphthyridin-3-yl)methyl)glycine CC1=C(C=CC=C1NC=1N=CC=C2C=C(C=NC12)CNCC(=O)O)C1=CC=CC=C1